dimethylphosphin oxide acetate C(C)(=O)O.CP(C)=O